lithium nitrogen bis(trifluoromethylsulfonamide) FC(F)(F)S(=O)(=O)N.FC(F)(F)S(=O)(=O)N.[N].[Li]